3-(isoquinolin-4-yl)-2-oxo-1-(1-((trifluoromethyl)sulfonyl)azetidin-3-yl)imidazoline-4-carbonitrile C1=NC=C(C2=CC=CC=C12)N1C(N(CC1C#N)C1CN(C1)S(=O)(=O)C(F)(F)F)=O